C1(CCCCC1)C1=C(N=C(S1)N(C=1N=NC(=C(C1)C)\N=C\1/SC2=C(N1COCC[Si](C)(C)C)C=CC=C2)C)C(=O)OCC ethyl 5-cyclohexyl-2-[methyl(5-methyl-6-{[(2Z)-3-{[2-(trimethylsilyl)ethoxy]methyl}-2,3-dihydro-1,3-benzothiazol-2-ylidene]amino}pyridazin-3-yl)amino]-1,3-thiazole-4-carboxylate